N(C#N)S(=NC(CC1=C(C(=C(C=C1C(C)C)C#N)F)C(C)C)=O)(=O)C1=CN=C(S1)C(CO)O N-(cyanamido(2-(1,2-dihydroxyethyl)thiazol-5-yl)(oxo)-λ6-sulfaneylidene)-2-(4-cyano-3-fluoro-2,6-diisopropylphenyl)acetamide